6-Chloro-7-methoxy-4-methyl-2H-benzo[b][1,4]thiazin-3(4H)one ClC1=CC2=C(SCC(N2C)=O)C=C1OC